CN1[C@@H](C[C@@H](C1)NC1=NC=CC2=CC=C(C=C12)C1=NOC(=N1)C)C(=O)O (2S,4S)-1-methyl-4-[[7-(5-methyl-1,2,4-oxadiazol-3-yl)-1-isoquinolyl]amino]pyrrolidine-2-carboxylic acid